C(C=C)C(C(=O)O)OCCC(C)C.BrCCOC1OCCCC1 2-(2-bromoethoxy)tetrahydro-2H-pyran ALLYL-(3-METHYLBUTOXY)ACETATE